amino-6-chloro-4-methylpyridinenitrile NC=1C(=NC(=CC1C)Cl)C#N